COC=1C(=C(C=CC1O)CC1=CC2=C([SH+]C3=C2C=CC=C3)C=C1)OC 2-[dimethoxy-(4-hydroxyphenyl)]methyldibenzothiophenium